2-(10-((2R,3S,4R,5R,6R)-3-amino-4,5-bis(benzyloxy)-6-((benzyloxy)methyl)tetrahydro-2H-pyran-2-yl)dec-9-yn-1-yl)isoindoline-1,3-dione N[C@H]1[C@H](O[C@@H]([C@@H]([C@@H]1OCC1=CC=CC=C1)OCC1=CC=CC=C1)COCC1=CC=CC=C1)C#CCCCCCCCCN1C(C2=CC=CC=C2C1=O)=O